C1(=CC=CC=C1)C=1N=C(N(C1C1=CC=CC=C1)C1=CC=C(C=C1)C=1C2=CC=CC=C2C(=C2C=CC=CC12)C1=CC=CC=C1)C1=CC=C(C=C1)C=1C2=CC=CC=C2C(=C2C=CC=CC12)C1=CC=CC=C1 4,5-diphenyl-1,2-bis(4-(10-phenylanthracen-9-yl)phenyl)-1H-imidazole